1,10-bis(trimethoxysilyl)decan CO[Si](CCCCCCCCCC[Si](OC)(OC)OC)(OC)OC